3-(4-fluorobenzyl)-1-(pyridin-2-yl)-1H-pyrazol-5-ol FC1=CC=C(CC2=NN(C(=C2)O)C2=NC=CC=C2)C=C1